4-(methoxycarbonyl)pyridine-3-carboxylic acid COC(=O)C1=C(C=NC=C1)C(=O)O